(S)-1-((R)-2-amino-2-cyclohexylacetyl)-N-(4-(3-Cbz-guanidino)butyl)azetidine-2-carboxamide dihydrochloride Cl.Cl.N[C@@H](C(=O)N1[C@@H](CC1)C(=O)NCCCCNC(=N)NC(=O)OCC1=CC=CC=C1)C1CCCCC1